(R)-2-(tert-butylamino)-1-(3-fluorophenyl)ethan C(C)(C)(C)NCCC1=CC(=CC=C1)F